N-[bicyclo[1.1.1]pentane-1-carbonyl]-6-oxo-1H-pyridazine-3-carbohydrazide C12(CC(C1)C2)C(=O)N(N)C(=O)C2=NNC(C=C2)=O